(5-(1-(3,5-difluorobenzyl)-2-methyl-1H-imidazo[4,5-b]pyridin-6-yl)-5H-pyrrolo[2,3-b]pyrazin-3-yl)methylpivalate FC=1C=C(CN2C(=NC3=NC=C(C=C32)N3C=CC=2C3=NC(=CN2)CCC(C(=O)[O-])(C)C)C)C=C(C1)F